3-[(3-{[(2-hydroxyethyl)amino]methyl}-1,7-naphthyridin-8-yl)amino]biphenyl-2-carbonitrile OCCNCC=1C=NC2=C(N=CC=C2C1)NC1=C(C(=CC=C1)C1=CC=CC=C1)C#N